(S)-6-(N-propylamino)-5,6,7,8-tetrahydronaphthalen-1-ol C(CC)N[C@@H]1CC=2C=CC=C(C2CC1)O